(-)-N-ethyl-5-fluoro-2-((5-(2-(1-((3-hydroxypropyl)(methyl)amino)-4-methylpent-3-yl)-2,6-diazaspiro[3.4]oct-6-yl)-1,2,4-triazin-6-yl)oxy)-N-isopropylbenzamide C(C)N(C(C1=C(C=CC(=C1)F)OC1=C(N=CN=N1)N1CC2(CN(C2)C(CCN(C)CCCO)C(C)C)CC1)=O)C(C)C